3,4-dibenzyloxyphenylacetonitrile C(C1=CC=CC=C1)OC=1C=C(C=CC1OCC1=CC=CC=C1)CC#N